ClC=1C=CC(=C(C1)CO)N1N=NC=C1 (5-chloro-2-(1H-1,2,3-triazol-1-yl)phenyl)methanol